(S)-Ethyl 3-(3-formyl-1-methylcyclobutanecarboxamido)-3-(6-methoxypyridin-3-yl)propanoate C(=O)C1CC(C1)(C(=O)N[C@@H](CC(=O)OCC)C=1C=NC(=CC1)OC)C